COC1=C(SC=C1)C1=CC(=NC2=C(N=CC=C12)C1=CC=NN1)N1[C@@H](COCC1)C 4-(3-methoxythiophen-2-yl)-2-[(3R)-3-methylmorpholin-4-yl]-8-(1H-pyrazol-5-yl)-1,7-naphthyridine